ClCC1=NN(C=N1)C 3-(chloromethyl)-1-methyl-1,2,4-triazole